N1=C(N=CC=C1)C=1N=NNC1 PYRIMIDINYL-TRIAZOLE